C1(=CC=CC2=CC3=CC=CC=C3C=C12)OC(=O)CC1C2C=CC(C1)C2 5-(1-anthracenoxycarbonylmethyl)-bicyclo[2.2.1]hept-2-ene